FC=1C=C(C=CC1)C=1C=C(C=C2C=3C=C(C(=CC3C3=C(C(=CC=C3C12)OCCCCC)OCCCCC)OCCCCC)OCCCCC)OCCCCC 8-(3-fluorophenyl)-2,3,6,11,12-penta(pentyloxy)triphenylene